(1-methyl-1H-imidazol-2-yl)-5,6-bis(pyridin-3-yl)pyrrolo[2,1-f][1,2,4]triazin-4-ol CN1C(=NC=C1)C1=NN2C(C(=N1)O)=C(C(=C2)C=2C=NC=CC2)C=2C=NC=CC2